C(C)(C)(C1=CC(=C(C(=C1)C(C)(C)C)O)C(C)(C)C)C1=CC(=C(C(=C1)C(C)(C)C)O)C(C)(C)C 4,4'-isopropylidenebis(2,6-di-t-butylphenol)